tert-butyl N-[3-methyl-5-[[2-[5-methyl-2-(1H-pyrazolo[3,4-b]pyridin-5-yl)-1-piperidyl]-2-oxo-acetyl]amino]-2-pyridyl]carbamate CC=1C(=NC=C(C1)NC(C(=O)N1C(CCC(C1)C)C=1C=C2C(=NC1)NN=C2)=O)NC(OC(C)(C)C)=O